C1(CC1)N(C(=O)NC1=NC=C(C=C1)C=O)C N-cyclopropyl-N'-(5-formylpyridin-2-yl)-N-methylurea